3-aminocyclohexa-1,5-dienecarboxylic acid NC1C=C(C=CC1)C(=O)O